(E)-4-(dimethylamino)-1-(10-((4-(pyridin-2-ylmethoxy)phenyl)amino)-2,3-dihydro-4H-[1,4]oxazino[2,3-f]quinazolin-4-yl)but-2-en-1-one CN(C/C=C/C(=O)N1CCOC2=C3C(=NC=NC3=CC=C21)NC2=CC=C(C=C2)OCC2=NC=CC=C2)C